FC(S(=O)(=O)OC1=CC(=C(C2=CC=CC(=C12)C#C[Si](C(C)C)(C(C)C)C(C)C)F)OCOC)(F)F 4-fluoro-3-(methoxymethoxy)-8-((triisopropylsilyl)ethynyl)naphthalen-1-yl trifluoromethanesulfonate